COC1=CC=C(C=C1)[C@H](C)NC(CN1N=NC2=C(C1=O)C=CC=C2C)=O (S)-N-(1-(4-methoxyphenyl)ethyl)-2-(8-methyl-4-oxobenzo[d][1,2,3]triazin-3(4H)-yl)acetamide